CC=1C=C2N=C(C(NC2=CC1C)=O)C1=CC=C(C=C1)C 6,7-dimethyl-3-p-tolylquinoxalin-2(1H)-one